BrC1=C(C(=CC(=C1)C#CC)OC)C=1C(NC2(C1[O-])CCC(CC2)OCC(F)F)=O 3-[2-bromo-6-methoxy-4-(prop-1-yn-1-yl)phenyl]-8-(2,2-difluoroethoxy)-2-oxo-1-azaspiro[4.5]dec-3-en-4-olate